ClC1=CC=C(CNC(=O)NC2=CC=C(C=C2)C2N(CC(N(C2)C)=O)C)C=C1 1-(4-chloro-benzyl)-3-(4-(1,4-dimethyl-5-oxopiperazin-2-yl)phenyl)urea